2-bromo-5-methyl-7-(1-phenylethyl)thieno[3,2-c]pyridin-4(5H)-one BrC1=CC=2C(N(C=C(C2S1)C(C)C1=CC=CC=C1)C)=O